monopropanol ammonium [NH4+].C(CC)O